4-(benzylthio)-2-cyclobutylpyridine C(C1=CC=CC=C1)SC1=CC(=NC=C1)C1CCC1